C1-isobutanol C(C(C)C)O